C(OC)(OC)OC methyl orthoformate